iodic acid I(=O)(=O)O